3-(4-methoxyphenyl)tetrahydro-1H-pyrrolizin tert-butyl-(3S)-3-(3-bromo-4-carbamoyl-5-[[2-(morpholin-4-yl)ethyl]amino]pyrazol-1-yl)pyrrolidine-1-carboxylate C(C)(C)(C)OC(=O)N1C[C@H](CC1)N1N=C(C(=C1NCCN1CCOCC1)C(N)=O)Br.COC1=CC=C(C=C1)C1CCC2=CCCN12